FC(C(=O)O)(F)F.FC(C(=O)O)(F)F.C(N)(OC(C1=CC=C(C=C1)CNC([C@H](C)NC(=O)[C@@H]1NCC[C@@H](C1)C1=CC=CC=C1)=O)=NCC1=CC=CC=C1)=O (benzyl imino (4-(((S)-2-((2R,4S)-4-phenylpiperidine-2-carboxamido) propionamido) methyl) phenyl) methyl) carbamate bis-trifluoroacetate